1H-imidazol-3-ium acetate C(C)(=O)[O-].N1C=[NH+]C=C1